guanidinium hydrochloride Cl.NC(=[NH2+])N